N'-(1,3-benzothiazol-6-yl)-N,N-diethyl-6-[(1,1,1,3,3,3-hexafluoropropan-2-yl)oxy]1,3,5-triazine-2,4-diamine S1C=NC2=C1C=C(C=C2)NC2=NC(=NC(=N2)OC(C(F)(F)F)C(F)(F)F)N(CC)CC